N-(3-[5-methoxy-1H-imidazo[4,5-b]pyridin-6-yl]-1H-pyrrolo[2,3-b]pyridin-6-yl)cyclopropanecarboxamide COC1=C(C=C2C(=N1)N=CN2)C2=CNC1=NC(=CC=C12)NC(=O)C1CC1